3-(dimethylamino)-3-methylazetidin CN(C1(CNC1)C)C